1-ethyl-2-{3-[(2-methylpyridin-4-yl)amino]prop-1-yn-1-yl}-1H-indole-5-carbaldehyde C(C)N1C(=CC2=CC(=CC=C12)C=O)C#CCNC1=CC(=NC=C1)C